COC1=C(C(=CC(=C1)C1=NC2=C(N1)C=CC=C2C)O)O 3-methoxy-5-(4-methyl-1H-benzo[d]imidazol-2-yl)benzene-1,2-diol